N1(C=CC2=CC=CC=C12)CC(=O)N1CCN(CC1)CCOC1=CC=C(COC2=CC=C(C3=CC=CC=C23)NC(=O)NCC2=CC=NC=C2)C=C1 1-(4-((4-(2-(4-(2-(1H-indol-1-yl)acetyl)piperazin-1-yl)ethoxy)benzyl)oxy)naphthalen-1-yl)-3-(pyridin-4-ylmethyl)urea